(5S)-5-Phenyl-2-(3-phenylcyclopentyl)-2,5,6,7-tetrahydro-3H-pyrrolo[2,1-c][1,2,4]triazol-3-one C1(=CC=CC=C1)[C@@H]1CCC2=NN(C(N21)=O)C2CC(CC2)C2=CC=CC=C2